C(C)(=O)OC=1C(=NC=CC1OC)C(N[C@@H](C)C=1SC(=NN1)C1=CC(=CC(=C1)C)C)=O (S)-2-((1-(5-(3,5-dimethylphenyl)-1,3,4-thiadiazol-2-yl)ethyl)carbamoyl)-4-methoxypyridin-3-yl acetate